(E)-4-(3-benzylidene-2,5-dioxopyrrolidinyl)-N-hydroxyheptanamide C(/C1=CC=CC=C1)=C/1\C(N(C(C1)=O)C(CCC(=O)NO)CCC)=O